(3S)-N-[3-(2-[[(1S)-3,3-difluorocyclopentyl]oxy]-6-(morpholin-4-yl)pyridin-4-yl)-4-methylphenyl]-3-(2,2,2-trifluoroethyl)pyrrolidine-1-carboxamide FC1(C[C@H](CC1)OC1=NC(=CC(=C1)C=1C=C(C=CC1C)NC(=O)N1C[C@@H](CC1)CC(F)(F)F)N1CCOCC1)F